C1=CCOC2=C3C(=C4C(=C12)CC=1C=CC=CC14)C=CC=C3 3,13-dihydrobenzo[h]indeno[2,1-f]chromene